(2S,5R)-1-((S)-2-((S)-2-(tert-butoxycarbonyl(methyl)amino)propanamido)-3-methylbutanoyl)-5-(5-methylfuran-2-yl)pyrrolidine-2-carboxylic acid C(C)(C)(C)OC(=O)N([C@H](C(=O)N[C@H](C(=O)N1[C@@H](CC[C@@H]1C=1OC(=CC1)C)C(=O)O)C(C)C)C)C